niobium sulfonium [SH3+].[Nb+5]